NC1=NC=C(C2=C1C(=C(N2C)C2=CC=C(C=C2)NC(C=C)=O)C2=CC(=C(C=C2)OC2=NC=C(C(=N2)C(F)(F)F)Cl)F)C#N N-(4-(4-amino-3-(4-((5-chloro-4-(trifluoromethyl)pyrimidin-2-yl)oxy)-3-fluorophenyl)-7-cyano-1-methyl-1H-pyrrolo[3,2-c]pyridin-2-yl)phenyl)acrylamide